CN1CCN(CC1)C(=O)NC1=CC(=CC=C1)C(C)SC1=NN=CN1C 4-methyl-N-(3-(1-((4-methyl-4H-1,2,4-triazol-3-yl)thio)ethyl)phenyl)piperazine-1-carboxamide